(R)-N-(1-(4-chloro-3-fluorophenyl)-2,2,2-trifluoroethyl)-N-ethyl-1-methyl-6-oxo-1,6-dihydropyridazine-4-sulfonamide ClC1=C(C=C(C=C1)[C@H](C(F)(F)F)N(S(=O)(=O)C=1C=NN(C(C1)=O)C)CC)F